C(=O)O.ClC=1C(=CC(=C(C1)S(=O)(=O)NC1=NC=NC=C1)F)O[C@@H]1[C@H](C[C@H](CC1)C1=CC(=CC=C1)C(F)(F)F)N(CCNC)C 5-chloro-2-fluoro-4-(((1S,2S,4S)-2-(methyl(2-(methylamino)ethyl)amino)-4-(3-(trifluoromethyl)phenyl)cyclohexyl)oxy)-N-(pyrimidin-4-yl)benzenesulfonamide Formate